C1(CC1)C(=O)NC=1C=C2C(C(N(C2=CC1)CC1=CC=C(C(=O)NC(C)(C)C)C=C1)=O)=O 4-((5-(cyclopropanecarboxamido)-2,3-diketoindol-1-yl)methyl)-N-tert-butylbenzamide